C(=O)(O)COC1=C(C(/C=C/C2=CC=C(C=C2)\C=C\CCCCCC)=O)C=CC(=C1)OCC=C(C)C 2'-Carboxymethoxy-4'-(3-methyl-2-butenyloxy)-4-(1-(E)-octenyl)chalcone